(3R,3aS,4R,5S,7aS,E)-7a-azido-4-(2-(5-bromopyridin-2-yl)vinyl)-6,6-difluoro-3,5-dimethyl-hexahydroisobenzofuran-1(3H)-one N(=[N+]=[N-])[C@]12CC([C@H]([C@@H]([C@@H]2[C@H](OC1=O)C)\C=C\C1=NC=C(C=C1)Br)C)(F)F